C(C)(C)(C)OC(=O)NC1=C(C=CC=C1)NC(=O)C1=CC=C(CNC(CCC(=O)O)=O)C=C1 4-((4-((2-((tert-butoxycarbonyl)amino)phenyl)carbamoyl)benzyl)amino)-4-oxobutanoic acid